COC=1C=C(C=CC1OC)C=1C=C2CCC(C(C2=CC1)NC(O[C@@H]1CN2CCC1CC2)=O)(C)C (S)-quinuclidin-3-yl (6-(3,4-dimethoxyphenyl)-2,2-dimethyl-1,2,3,4-tetrahydronaphthalen-1-yl)carbamate